COC(C(C)(C)O)=O 2-hydroxyisobutyric acid methylester